(S)-6-(2-Aminopropyl)-7-chloro-N-(thiophen-2-ylmethyl)thieno[3,2-d][1,2,3]triazin-4-amine N[C@H](CC1=C(C=2N=NN=C(C2S1)NCC=1SC=CC1)Cl)C